[Cl-].O[Si](CCC[NH3+])(O)O [3-(trihydroxysilyl)propyl]Ammonium chloride